BrCC1=CC=C(CP(OC(C)(C)C)(OC(C)(C)C)=O)C=C1 Di-tert-butyl (4-(bromomethyl)benzyl)phosphonate